N-(6-((R)-2-Methylmorpholino)pyridin-2-yl)-4-((S)-2-methylpropan-2-ylsulfonimidoyl)-2-(6-azaspiro[2.5]octan-6-yl)benzamide C[C@H]1OCCN(C1)C1=CC=CC(=N1)NC(C1=C(C=C(C=C1)[S@](=O)(=N)C(C)(C)C)N1CCC2(CC2)CC1)=O